2'-fluoro-5'-methoxy-2-(1-methoxycarbonyl-1-methyl-ethoxy)-biphenyl-4-carboxylic acid ethyl ester C(C)OC(=O)C1=CC(=C(C=C1)C1=C(C=CC(=C1)OC)F)OC(C)(C)C(=O)OC